tri(ethyl acrylate) phosphate P(=O)(O)(O)O.C(C)C(C(=O)O)=C.C(C)C(C(=O)O)=C.C(C)C(C(=O)O)=C